6-chloro-3-(1-((tetrahydro-2H-pyran-4-yl)oxy)ethyl)picolinonitrile ClC1=CC=C(C(=N1)C#N)C(C)OC1CCOCC1